4'-((4-carboxypyridin-2,6-diyl)bis(1H-1,2,3-triazol-4,1-diyl))bis(2-hydroxybenzoic acid) C(=O)(O)C1=CC(=NC(=C1)C=1N=NN(C1)C=1C(=C(C(=O)O)C=CC1)O)C=1N=NN(C1)C=1C(=C(C(=O)O)C=CC1)O